di(m-tolyl)methylene(cyclopentadienyl)(2,7-dimethylfluorenyl)zirconium dichloride [Cl-].[Cl-].C1(=CC(=CC=C1)C(=[Zr+2](C1=C(C=CC=2C3=CC=C(C=C3CC12)C)C)C1C=CC=C1)C=1C=C(C=CC1)C)C